ClC=1C=C(C=CC1C#N)N(C1CCC(CC1)NC(=O)C1=CC=C(N=N1)N1CCC(CC1)C(=O)OCC)C ethyl 1-(6-(((1r,4r)-4-((3-chloro-4-cyanophenyl)(methyl)amino)cyclohexyl)-carbamoyl)pyridazin-3-yl)piperidine-4-carboxylate